1-[(1R,2S)-2-phenylcyclopropyl]-3-[[2-[4-(trifluoromethyl)imidazol-1-yl]pyridin-4-yl]methyl]urea C1(=CC=CC=C1)[C@H]1[C@@H](C1)NC(=O)NCC1=CC(=NC=C1)N1C=NC(=C1)C(F)(F)F